O1N=CC(=C1)C1=CC2=C(C(N(C=C2C(C)C2=CC=CC=C2)C)=O)N1 2-(isoxazol-4-yl)-6-methyl-4-(1-phenylethyl)-1H-pyrrolo[2,3-c]pyridin-7(6H)-one